4-[4-(Dibutoxymethyl)piperidin-1-yl]-2-fluorobenzoic acid Methyl-4-[4-(dibutoxymethyl)piperidin-1-yl]-2-fluorobenzoate COC(C1=C(C=C(C=C1)N1CCC(CC1)C(OCCCC)OCCCC)F)=O.C(CCC)OC(C1CCN(CC1)C1=CC(=C(C(=O)O)C=C1)F)OCCCC